lithium iron manganese phosphate hydroxide [OH-].P(=O)([O-])([O-])[O-].[Mn+2].[Fe+2].[Li+]